NC1=C(C=2C(=NC(=C(C2)C)C)N1C1=C(C(=CC=C1C)O)C)C(=O)NCC1NC(CC1)=O 2-Amino-1-(3-hydroxy-2,6-dimethylphenyl)-5,6-dimethyl-N-((5-oxopyrrolidin-2-yl)methyl)-1H-pyrrolo[2,3-b]pyridine-3-carboxamide